cycloocta-2,4-dien-1-ol C1(C=CC=CCCC1)O